1-(4-methyl-2-nitrophenyl)propan-1-ol CC1=CC(=C(C=C1)C(CC)O)[N+](=O)[O-]